C1(CC1)C=1C=C(CNC(OCCCC)=O)C=CC1C=1N=C2SC3=C(N2C1)C=CC(=C3)C(NCCCN3CCCCC3)=O butyl (3-cyclopropyl-4-(7-((3-(piperidin-1-yl)propyl)carbamoyl)benzo[d]imidazo[2,1-b]thiazol-2-yl)benzyl)carbamate